COC1=NC2=CC=CC=C2C=C1C1=CN=C(N1)[C@H](CCCCCC(CC)=O)NC(=O)[C@H]1CC12CCN(CC2)CCC(F)(F)F (S)-N-((S)-1-(5-(2-methoxyquinolin-3-yl)-1H-imidazol-2-yl)-7-oxononyl)-6-(3,3,3-trifluoropropyl)-6-azaspiro[2.5]octane-1-carboxamide